[Co-4](=O)(=O)=O cobaltous trioxide